2-[1-[4-[[(3S)-2,6-dioxo-3-piperidyl]amino]-2,6-difluoro-phenyl]-4-hydroxy-4-piperidyl]acetic acid hydrochloride Cl.O=C1NC(CC[C@@H]1NC1=CC(=C(C(=C1)F)N1CCC(CC1)(O)CC(=O)O)F)=O